2-(5-fluoro-2-methoxyphenyl)-2-(1-oxoisoindol-2-yl)acetic acid FC=1C=CC(=C(C1)C(C(=O)O)N1C(C2=CC=CC=C2C1)=O)OC